FC(CO)COC1=NN(C(=C1[N+](=O)[O-])C)C1=NN(C=C1C)C 2-fluoro-3-((1',4',5-trimethyl-4-nitro-1'H-[1,3'-bipyrazol]-3-yl)oxy)propan-1-ol